The molecule is a C-nitro compound that consists of nitrobenzene bearing a bromomethyl substituent at the para-position. It has a role as an allergen and a sensitiser. It is a C-nitro compound and a member of benzyl bromides. C1=CC(=CC=C1CBr)[N+](=O)[O-]